(2R,4R)-N-((S)-1-(((1H-pyrrolo[3,2-c]pyridin-2-yl)methyl)amino)-1-oxopropan-2-yl)-4-((4,5-dichlorothien-2-yl)methyl)pyrrolidine-2-carboxamide bis-trifluoroacetate FC(C(=O)O)(F)F.FC(C(=O)O)(F)F.N1C(=CC=2C=NC=CC21)CNC([C@H](C)NC(=O)[C@@H]2NC[C@H](C2)CC=2SC(=C(C2)Cl)Cl)=O